tert-butyl (1S,4S)-5-[4-[[4-chloro-5-(cyclopropylmethoxy)-2-pyridyl]amino]pyrido[3,2-d]pyrimidin-6-yl]-2,5-diazabicyclo[2.2.1]heptane-2-carboxylate ClC1=CC(=NC=C1OCC1CC1)NC=1C2=C(N=CN1)C=CC(=N2)N2[C@@H]1CN([C@H](C2)C1)C(=O)OC(C)(C)C